Dimethyl 2-methoxy-2-(thiazol-4-ylmethyl)malonate COC(C(=O)OC)(C(=O)OC)CC=1N=CSC1